CC=1N=CC(=NC1)C1=NOC(=N1)C1=CC2=C(N(N=N2)C2CCOCC2)C=C1 5-[3-(5-methylpyrazin-2-yl)-1,2,4-oxadiazol-5-yl]-1-(oxan-4-yl)-1H-1,2,3-benzotriazole